(S)-9-amino-4-ethyl-8-fluoro-4-hydroxy-11-cyclopentyl-1,12-dihydro-14H-pyrano[3',4':6,7]indolizino[2,1-b]quinoline-3,6,14(4H,11H)-trione NC1=C(C=C2C(C3=C(N(C2=C1)C1CCCC1)CN1C(C2=C(C=C13)[C@@](C(OC2)=O)(O)CC)=O)=O)F